(S)-1-(1-(3-bromo-5-fluorophenyl)-2-hydroxyethyl)-4-(3-(6-cyclopropoxypyridin-3-yl)-1H-indazol-5-yl)pyridin-2(1H)-one BrC=1C=C(C=C(C1)F)[C@@H](CO)N1C(C=C(C=C1)C=1C=C2C(=NNC2=CC1)C=1C=NC(=CC1)OC1CC1)=O